FC1=C(C(=C(C(=C1F)F)F)F)[B-](C1=C(C(=C(C(=C1F)F)F)F)F)(C1=C(C(=C(C(=C1F)F)F)F)F)C1=C(C(=C(C(=C1F)F)F)F)F.C[NH3+] methylammonium [tetrakis(perfluorophenyl)borate]